(2S,4R)-6-chloro-4-hydroxy-N-[4-({[5-(trifluoromethyl)pyridin-2-yl]methyl}carbamoyl)bicyclo[2.2.2]octan-1-yl]-3,4-dihydro-2H-1-benzopyran-2-carboxamide ClC=1C=CC2=C([C@@H](C[C@H](O2)C(=O)NC23CCC(CC2)(CC3)C(NCC3=NC=C(C=C3)C(F)(F)F)=O)O)C1